C1([C@@H](O)[C@H](O)[C@H](O)[C@@H](O1)C)O[C@@H]1[C@H]([C@H](O[C@H]2[C@@H]([C@H](C(O)O[C@@H]2CO)O)O)O[C@@H]([C@@H]1O)CO)O 3'-O-Fucosyllactose